Rac-(1S,2S,4S)-4-(2-(trifluoromethyl)phenyl)cyclohexane-1,2-diamine Dihydrochloride Cl.Cl.FC(C1=C(C=CC=C1)[C@@H]1C[C@@H]([C@H](CC1)N)N)(F)F |r|